ClC1=NC=C(C(=C1F)N)I 2-chloro-3-fluoro-5-iodo-4-pyridylamine